2-(2-((trimethylsilyl)oxy)propan-2-yl)pyridine C[Si](OC(C)(C)C1=NC=CC=C1)(C)C